1-(Cyclopropanecarbonyl)-N-hydroxy-N-(4-((4-(4-(trifluoromethyl)piperidin-1-yl)phenyl)amino)benzyl)azetidine-3-carboxamide C1(CC1)C(=O)N1CC(C1)C(=O)N(CC1=CC=C(C=C1)NC1=CC=C(C=C1)N1CCC(CC1)C(F)(F)F)O